C(C1=CC=CC=C1)OC1=C(C(=CC(=C1)C(F)F)O)C(=O)N1CC2=CC(=CC(=C2C1)N[C@H]1COCC1)OC1CCN(CC1)C (R)-(2-(Benzyloxy)-4-(difluoromethyl)-6-hydroxyphenyl)(6-((1-methylpiperidin-4-yl)oxy)-4-((tetrahydrofuran-3-yl)amino)isoindolin-2-yl)methanone